BrC=1C(=C(N)C(=CC1)[N+](=O)[O-])OCC(C)C 3-bromo-2-Isobutoxy-6-nitroaniline